O1CCC(CC1)CC(=O)N 2-(tetrahydro-2H-pyran-4-yl)acetamide